OCCSCCN(C(OC(C)(C)C)=O)C tert-butyl N-[2-(2-hydroxyethylsulfanyl)ethyl]-N-methyl-carbamate